8-(4-(piperidin-1-yl)butanamido)quinoline-4-carboxylic acid N1(CCCCC1)CCCC(=O)NC=1C=CC=C2C(=CC=NC12)C(=O)O